BrC1=C(C(=O)O)C(=CC(=C1)C(F)(F)F)F 2-bromo-6-fluoro-4-(trifluoromethyl)benzoic acid